C1(=CC=CC=C1)C1=CC(=CC=2NC=NC21)NC2=NC=C(C=N2)C#N 2-((4-phenyl-1H-benzo[d]imidazol-6-yl)amino)pyrimidine-5-carbonitrile